N1C(=NC=C1)C=1C(=C(C=CC1)NC(=O)C=1C=NN2C1N=C(C=C2)C2CC2)OC N-(3-(1H-imidazol-2-yl)-2-methoxyphenyl)-5-cyclopropylpyrazolo[1,5-a]pyrimidine-3-carboxamide